CC1(CCC(C2=CC=CC=C12)(C)C)C 1,1,4,4-tetramethyl-1,2,3,4-tetrahydronaphthalene